C(C)OC(C(=O)C1=CC=CC=C1)OCC 2,2-diethoxy-1-phenyl-ethanone